4-phenyl-1,2,3,4-tetrahydroquinoline C1(=CC=CC=C1)C1CCNC2=CC=CC=C12